isodiazene [NH2+]=[N-]